1-(2-(4-(2-hydroxypropan-2-yl)benzoyl)-2-azaspiro[3.3]hept-6-yl)-3-(4-methoxybenzyl)urea OC(C)(C)C1=CC=C(C(=O)N2CC3(C2)CC(C3)NC(=O)NCC3=CC=C(C=C3)OC)C=C1